N-[2-(1H-indol-3-yl)ethyl]-2-(2-methylthiazol-5-yl)-7,8-dihydro-6H-pyrimido[5,4-b][1,4]oxazin-4-amine N1C=C(C2=CC=CC=C12)CCNC1=NC(=NC2=C1OCCN2)C2=CN=C(S2)C